2-(4-allyl-2-(2-methyl-1H-benzimidazol-5-yl)phenyl)propan-2-ol C(C=C)C1=CC(=C(C=C1)C(C)(C)O)C1=CC2=C(NC(=N2)C)C=C1